4-{8-[(2-cyano-2-methylideneethyl)amino]-7-methoxynaphthalen-2-yl}-N-[(3S,4R)-3-fluoro-1-methylpiperidin-4-yl]pyrimidine-2-carboxamide C(#N)C(CNC=1C(=CC=C2C=CC(=CC12)C1=NC(=NC=C1)C(=O)N[C@H]1[C@H](CN(CC1)C)F)OC)=C